COC1=CC=C(C=C1)[C@H](C)O (S)-1-(4'-methoxyphenyl)ethanol